BrC1=CC=C(O1)C(=O)NC1=CC(=CC=C1)Cl 5-Bromo-N-(3-chlorophenyl)furan-2-carboxamide